Mesylate S(C)(=O)(=O)[O-]